4-(4-((6-(2,4-dioxotetrahydropyrimidin-1(2H)-yl)pyridazin-3-yl)methyl)piperazin-1-yl)-N-(4-methyl-3-((4-(pyridin-3-yl)pyrimidin-2-yl)amino)phenyl)benzamide O=C1N(CCC(N1)=O)C1=CC=C(N=N1)CN1CCN(CC1)C1=CC=C(C(=O)NC2=CC(=C(C=C2)C)NC2=NC=CC(=N2)C=2C=NC=CC2)C=C1